1-carboxy-4-(trans-4-heptylcyclohexyl)benzene C(=O)(O)C1=CC=C(C=C1)[C@@H]1CC[C@H](CC1)CCCCCCC